C(C(C)C)OC=C(C)C1=CC=C(C=C1)C(=COCCCCOC)C 1-(1-isobutoxyprop-1-en-2-yl)-4-(1-(4-methoxybutoxy)prop-1-en-2-yl)benzene